1-(4-benzyl-3-oxo-3,4-dihydro-2H-benzo[b][1,4]thiazin-6-yl)-3-(5-(3-cyanophenyl)-1H-indol-3-yl)urea C(C1=CC=CC=C1)N1C2=C(SCC1=O)C=CC(=C2)NC(=O)NC2=CNC1=CC=C(C=C21)C2=CC(=CC=C2)C#N